C=C[C@H](CCCCC)C=1C=NC=C(C1)C1=CC=CC=C1 (S)-3-(oct-1-en-3-yl)-5-phenylpyridine